7-[3-(difluoromethoxy)-5-fluoropyridin-2-yl]-7-methoxy-4-oxospiro[2.5]oct-5-ene-5-carbonitrile FC(OC=1C(=NC=C(C1)F)C1(C=C(C(C2(CC2)C1)=O)C#N)OC)F